1-(2,6-dichlorophenyl)-4-((1-isopropyl-1H-pyrazol-4-yl)amino)-1H-pyrazole-3-carboxamide ClC1=C(C(=CC=C1)Cl)N1N=C(C(=C1)NC=1C=NN(C1)C(C)C)C(=O)N